FC=1C=CC(=C(C1)/C=C/C(=O)C1=CC=CC=C1)O (E)-3-(5-fluoro-2-hydroxyphenyl)-1-phenylpropan-2-en-1-one